FC1(CCN(CCC1)C=1C(=NC(=CC1)C(F)(F)F)C1=NC2=CC=CC=C2C(N1)=O)F 2-[3-(4,4-difluoroazepan-1-yl)-6-(trifluoromethyl)-2-pyridyl]-3H-quinazolin-4-one